triazapentadecane CCCCCCCCCCCCNNN